tert-Butyl 2-{[(5-methoxypyridin-2-yl)oxy]methyl}-5H,6H,7H,8H-imidazo[1,2-a]pyrazine-7-carboxylate COC=1C=CC(=NC1)OCC=1N=C2N(CCN(C2)C(=O)OC(C)(C)C)C1